ClC=1C=C2C(=NC(=NC2=C(C1C1=C2C=NNC2=CC=C1C)OC1CC1)OC[C@H]1N(CCC1)C)N1CCNCC1 4-(6-chloro-8-cyclopropoxy-7-(5-methyl-1H-indazol-4-yl)-2-(((S)-1-methylpyrrolidin-2-yl)methoxy)quinazolin-4-yl)piperazine